2-[3-[[5-[(1-benzyloxycarbonyl-4-piperidyl)oxy]-2-pyridyl]oxy]phenoxy]acetic acid C(C1=CC=CC=C1)OC(=O)N1CCC(CC1)OC=1C=CC(=NC1)OC=1C=C(OCC(=O)O)C=CC1